C12(CC3CC(CC(C1)C3)C2)C2=C(C(=CC(=C2)C(C)(C)C)Br)O 2-(adamantan-1-yl)-6-bromo-4-(tert-butyl)phenol